N,N-bis(4-hydroxyphenyl)terephthalamide OC1=CC=C(C=C1)N(C(C1=CC=C(C(=O)N)C=C1)=O)C1=CC=C(C=C1)O